C1(=CC=CC=C1)C(C1=NOC(=N1)C1CCN(CC1)N1CCCCC1)C1=CC=CC=C1 (4-[3-(diphenylmethyl)-1,2,4-oxadiazol-5-yl]piperidinyl)piperidine